BrC1=C2C(=NC(=C1)Cl)N(C=C2)C 4-bromo-6-chloro-1-methyl-1H-pyrrolo[2,3-b]Pyridine